7-[4-(cyclopropylamino)-5-[5-(piperazin-1-yl)-1,3,4-thiadiazol-2-yl]pyridin-2-yl]pyrrolo[1,2-b]pyridazine-3-carbonitrile C1(CC1)NC1=CC(=NC=C1C=1SC(=NN1)N1CCNCC1)C1=CC=C2N1N=CC(=C2)C#N